ClC1=C(C=CC=C1C1=NC=CC(=C1Cl)C1=NC(=C(C=C1)CNC[C@@H]1NC(CC1)=O)OC)NC(C1=NC=C(C(=C1)OC)CN1C[C@H](CC1)OC)=O N-(2-chloro-3-(3'-chloro-6-methoxy-5-(((((R)-5-oxopyrrolidin-2-yl)methyl)amino)methyl)-[2,4'-bipyridin]-2'-yl)phenyl)-4-methoxy-5-(((S)-3-methoxypyrrolidin-1-yl)methyl)picolinamide